O1C(COCC1)C1=NC=C(C2=CC=CC=C12)N1N=CC(=C1C(F)(F)F)C(=O)NC=1C=NC(=C(C1)Cl)N1N=CC=N1 1-(1-(1,4-dioxan-2-yl)isoquinolin-4-yl)-N-(5-chloro-6-(2H-1,2,3-triazol-2-yl)pyridin-3-yl)-5-(trifluoromethyl)-1H-pyrazole-4-carboxamide